tert-butyl (S)-3-fluoro-4-oxopiperidine-1-carboxylate F[C@H]1CN(CCC1=O)C(=O)OC(C)(C)C